[(2S,3S,4S,5R,6R)-3,4,5-trihydroxy-6-[2-methyl-4-[3-(methylcarbamoyl) phenyl]phenoxy] tetrahydropyran-2-yl]methyl 2-dimethylaminoacetate CN(CC(=O)OC[C@@H]1O[C@@H]([C@@H]([C@H]([C@@H]1O)O)O)OC1=C(C=C(C=C1)C1=CC(=CC=C1)C(NC)=O)C)C